(2S,4r)-1-[(2S)-2-(4-cyclopropyl-triazol-1-yl)-3,3-dimethyl-butyryl]-4-hydroxy-N-[2-hydroxy-1-(3-methylimidazol-4-yl)ethyl]pyrrolidine-2-carboxamide C1(CC1)C=1N=NN(C1)[C@H](C(=O)N1[C@@H](C[C@H](C1)O)C(=O)NC(CO)C=1N(C=NC1)C)C(C)(C)C